FC=1C=C(C=CC1B1OC(C(O1)(C)C)(C)C)[C@@H]1[C@H](C1)C(=O)OCC Ethyl (1S,2S)-2-[3-fluoro-4-(tetramethyl-1,3,2-dioxaborolan-2-yl)phenyl]cyclopropane-1-carboxylate